tert-Butyl 3-((3-(2-(((benzyloxy)carbonyl)amino)ethoxy)benzyl)oxy)azetidine-1-carboxylate C(C1=CC=CC=C1)OC(=O)NCCOC=1C=C(COC2CN(C2)C(=O)OC(C)(C)C)C=CC1